CC1(CC(C1)NC=1N=CC2=C(N1)NC=C2C2=NC=1N(C=C2)N=CC1)C(=O)N1CCCC1 ((1r,3r)-1-methyl-3-((5-(pyrazolo[1,5-a]pyrimidin-5-yl)-7H-pyrrolo[2,3-d]pyrimidin-2-yl)amino)cyclobutyl)(pyrrolidin-1-yl)methanone